C(C)(C)C=1C(=NNC1C=1C=C(C=2N(C1)N=CN2)C)C2=CN=C(S2)C2CCC(CC2)=O 4-(5-(4-isopropyl-5-(8-methyl-[1,2,4]triazolo[1,5-a]pyridin-6-yl)-1H-pyrazol-3-yl)thiazol-2-yl)cyclohexan-1-one